N1CC(C1)OC1CCN(CC1)C1=CC=CC(=N1)C1=CN=C2N1N=C(C=C2)N2[C@H](CCC2)C2=CC(=CC=C2)F 3-[6-[4-(azetidin-3-yloxy)-1-piperidyl]-2-pyridyl]-6-[(2R)-2-(3-fluorophenyl)pyrrolidin-1-yl]imidazo[1,2-b]pyridazine